N-(p-methoxyphenyl)acrylamide COC1=CC=C(C=C1)NC(C=C)=O